C1(=CCCC1)C(=O)O CYCLOPENTENYL-CARBOXYLIC ACID